FC(C=1C=C(C=NC1C(F)(F)F)C1=CC(=C2C(=N1)N=C(N2)C2=CC=C(C=C2)N2CCCCC2)N(C)CC2(CCCC2)COC)(F)F 1-(4-{5-[5,6-Bis(trifluoromethyl)pyridin-3-yl]-7-[{[1-(methoxymethyl)cyclopentyl]methyl}(methyl)amino]-1H-imidazo[4,5-b]pyridin-2-yl}phenyl)piperidin